ClC1=CC=C(C=C1)[C@@H]1N(C(CC2=CC(=C(C=C12)OC(C)C)OC)=O)C1=CC=C(C=C1)N(CC1CCC(CC1)N1CCNCC1)C (1S)-1-(4-Chlorophenyl)-7-isopropoxy-6-methoxy-2-[4-[methyl-[(4-piperazin-1-ylcyclohexyl)methyl]amino]phenyl]-1,4-dihydroisoquinolin-3-one